(S)-N-((1S)-4-(5-(3-cyano-4-(2-propyloxy)phenyl)-1,2,4-oxadiazol-3-yl)-2,3-dihydro-1H-inden-1-yl)-N-(2-hydroxyethyl)-2-methylpropan-2-sulfinamide C(#N)C=1C=C(C=CC1OC(C)C)C1=NC(=NO1)C1=C2CC[C@@H](C2=CC=C1)N([S@@](=O)C(C)(C)C)CCO